Cl.Cl.CN1CCN(CC1)[C@H](C(=O)O)C (2S)-2-(4-methylpiperazin-1-yl)propanoic acid dihydrochloride